(1S,2S)-N-(7-chloro-6-((R)-1-methoxypropan-2-yl)isoquinolin-3-yl)-2-ethyl-3-(1-methyl-1H-pyrazol-4-yl)cyclopropane-1-carboxamide ClC1=C(C=C2C=C(N=CC2=C1)NC(=O)[C@H]1[C@H](C1C=1C=NN(C1)C)CC)[C@H](COC)C